fluorenylmethyloxycarbonyl-(FMOC)amine C1(=CC=CC=2C3=CC=CC=C3CC12)COC(=O)NC(=O)OCC1C2=CC=CC=C2C2=CC=CC=C12